S1SC(CC1)CCCCCO 1,2-dithiolane-3-pentanol